dihydro-2H-pyrano[3,2-b]pyridin-3-ol O1CC(CC2=NC=CC=C21)O